FC=1C(=C(OC2=C(C=C(C(=C2)C(F)(F)F)F)C2=NC3=CC=NC=C3C=C2)C=CC1F)OC 2-[2-(3,4-difluoro-2-methoxy-phenoxy)-5-fluoro-4-(trifluoromethyl)phenyl]-1,6-naphthyridine